N-(2-Chloro-3-{(4S)-2-imino-4-methyl-1-[(2R*,4R*)-2-methyl-tetrahydropyran-4-yl]-6-oxo-hexahydropyrimidin-4-yl}phenyl)-5-fluoro-3-(trifluoromethyl)-pyridine-2-carboxamide hydrochloride Cl.ClC1=C(C=CC=C1[C@]1(NC(N(C(C1)=O)[C@H]1C[C@H](OCC1)C)=N)C)NC(=O)C1=NC=C(C=C1C(F)(F)F)F |o1:15,17|